ethyl 3-methyl-6-oxo-1,4,5,6-tetrahydropyridazine-4-carboxylate CC1=NNC(CC1C(=O)OCC)=O